tetrahydro-[3,4'-bipyridine]-6-carbonitrile hydrochloride Cl.N1CC(CC=C1C#N)C1=CC=NC=C1